C(C)(C)(C)OC(=O)N1C[C@@H](NCC1)COC1=C2C(=NC(N(C2=CC(=C1Cl)Br)C=1C(=NC=CC1C)C(C)C)=O)O (R)-3-(((7-bromo-6-chloro-4-hydroxy-1-(2-isopropyl-4-methylpyridin-3-yl)-2-oxo-1,2-dihydroquinazolin-5-yl)oxy)methyl)piperazine-1-carboxylic acid tert-butyl ester